FC1=CC2=C(N=C(O2)C2=NCCC3=C2N=CN3)C=C1 (R)-4-(6-fluorobenzo[d]oxazol-2-yl)-6,7-dihydro-1H-imidazo[4,5-c]pyridin